5-fluoro-2-(4-methoxyphenyl)-2H-indazole FC1=CC2=CN(N=C2C=C1)C1=CC=C(C=C1)OC